2-((4-hydroxybut-2-en-1-yl)amino)benzonitrile OCC=CCNC1=C(C#N)C=CC=C1